2-(2-chlorobenzyl)-8-methyl-N-[2-(4-methylpiperazin-1-yl)ethyl]-4,5-dihydro-2H-furo[2,3-g]indazole-7-carboxamide ClC1=C(CN2N=C3C4=C(CCC3=C2)OC(=C4C)C(=O)NCCN4CCN(CC4)C)C=CC=C1